COC(C1=C(C=C(C=C1)N1CCC(CC1)OC1=C(C=CC(=C1)F)Cl)OC)=O.ClC1=C(OC2CCN(CC2)C2=CC(=C(C(=O)NN)C=C2)OC)C=C(C=C1)F 4-(4-(2-chloro-5-fluorophenoxy)piperidin-1-yl)-2-methoxybenzohydrazide Methyl-4-(4-(2-chloro-5-fluorophenoxy)piperidin-1-yl)-2-methoxybenzoate